2-(5-((5-chloro-4-(3-cyclohexylphenyl)pyrimidin-2-yl)amino)pyridin-3-yl)-2,8-diazaspiro[4.5]decan-1-one ClC=1C(=NC(=NC1)NC=1C=C(C=NC1)N1C(C2(CC1)CCNCC2)=O)C2=CC(=CC=C2)C2CCCCC2